1-(3-Acetylphenyl)-3-(3-(2-(dimethylamino)ethyl)-2,4-dioxo-1-(2-(piperidin-1-yl)ethyl)-1,2,3,4-tetrahydroquinazolin-6-yl)urea C(C)(=O)C=1C=C(C=CC1)NC(=O)NC=1C=C2C(N(C(N(C2=CC1)CCN1CCCCC1)=O)CCN(C)C)=O